ClC=1C(=C(C=CC1)[C@H]1[C@@H](NC2(CCCCC2)[C@@]12C(NC1=CC(=CC=C21)B2OC(C(O2)(C)C)(C)C)=O)C(=O)OC)F methyl (3'R,4'S,5'R)-4'-(3-chloro-2-fluorophenyl)-2''-oxo-6''-(4,4,5,5-tetramethyl-1,3,2-dioxaborolan-2-yl)dispiro[cyclohexane-1,2'-pyrrolidine-3',3''-indoline]-5'-carboxylate